C1(CC1)N1C=C(C(C2=CC=C(C=C12)C1NCCOC1)=O)C=O 3-(1-cyclopropyl-3-formyl-4-oxo-1,4-dihydroquinolin-7-yl)morpholine